iron (III) ammonium lauryl sulfate S(=O)(=O)(OCCCCCCCCCCCC)[O-].[NH4+].[Fe+3].C(CCCCCCCCCCC)OS(=O)(=O)[O-].C(CCCCCCCCCCC)OS(=O)(=O)[O-].C(CCCCCCCCCCC)OS(=O)(=O)[O-]